C(C)(=O)N[C@@H]1CO[C@@H]([C@@H]([C@@H]1O)O)CO (2S,3R,4R,5R,6R)-3-acetamido-4,5-dihydroxy-6-(hydroxymethyl)oxan